ClC1=C(C#N)C=CC(=C1)N1CC2(C[C@@H]1C)CCN(CC2)C2=CC=C(C=C2)C(=O)N2CCC(CC2)CN2CCN(CC2)C2=C(C=CC=C2)NC2C(NC(CC2)=O)=O 2-Chloro-4-((3S)-8-(4-(4-((4-(2-((2,6-dioxopiperidin-3-yl)amino)phenyl)piperazin-1-yl)methyl)piperidine-1-carbonyl)phenyl)-3-methyl-2,8-diazaspiro[4.5]decan-2-yl)benzonitrile